C1(CC1)C1=NC=NC(=C1C1=NC=C2NC(N(C2=N1)CC1=CC=C(C=C1)N1N=C(C=C1C)C(F)(F)F)=O)OC(C)C 2-(4-Cyclopropyl-6-isopropoxypyrimidin-5-yl)-9-(4-(5-methyl-3-(trifluoromethyl)-1H-pyrazol-1-yl)benzyl)-7,9-dihydro-8H-purin-8-one